CC1(C(NN2C1OC1=C(C3=C2C=CC=C3)C=3C=CC(=CC3C=C1)C1=CC=CC=C1)=O)C 8,8-Dimethyl-3-phenyl-7a,8-dihydrobenzo[d]naphtho[1,2-f]pyrazolo[5,1-b][1,3]oxazepin-9(10H)-one